5-methyl-2-(2H-1,2,3-triazol-2-yl)pyridine CC=1C=CC(=NC1)N1N=CC=N1